5-((2-hydroxy-1-phenylethyl)amino)-3,3-dimethyl-5-oxopentanoic acid OCC(C1=CC=CC=C1)NC(CC(CC(=O)O)(C)C)=O